C[Si](OCCCC)(OCCCC)C Dimethyl-din-butoxysilan